1-(4-methyl-4-(methyl(3-(pyrrolidin-1-yl)-5-(trifluoromethyl)benzyl)amino)piperidine-1-carbonyl)-1H-pyrazole-3-carboxylic acid CC1(CCN(CC1)C(=O)N1N=C(C=C1)C(=O)O)N(CC1=CC(=CC(=C1)C(F)(F)F)N1CCCC1)C